C1=CC=CC=2C3=CC=CC=C3C(C12)COC(=O)N[C@H](C(=O)OC(C)(C)C)CCN1CCOCC1 Tert-butyl (S)-2-((((9H-fluoren-9-yl) methoxy) carbonyl) amino)-4-morpholinobutyrate